CN1CC(CCC1)C(=O)OCCOCCOCCOCCOCC(COCCCCCCCC(OC(CCCCCCCC)CCCCCCCC)=O)OCCCCCCCC(=O)OC(CCCCCCCC)CCCCCCCC [2-[2-[2-[2,3-bis[8-(1-octylnonoxy)-8-oxo-octoxy] propoxy] ethoxy]ethoxy] ethoxy]ethyl 1-methylpiperidine-3-carboxylate